ClCC=1OCC(N1)(C(=O)OC)OC Methyl 2-(chloromethyl)-4-methoxy-4,5-dihydro-oxazole-4-carboxylate